6-(ethylsulfonyl)-5-(1H-imidazol-2-yl)-1-methyl-2-(trifluoromethyl)-1H-benzo[d]imidazole C(C)S(=O)(=O)C=1C(=CC2=C(N(C(=N2)C(F)(F)F)C)C1)C=1NC=CN1